FC=1C=C(C=C(C1C=1C=C2C(=CN1)NN=C2C=2C=NN(C2)C)F)C(C(=O)N)(C)N2CCCC2 (3,5-difluoro-4-(3-(1-methyl-1H-pyrazol-4-yl)-1H-pyrazolo[3,4-c]pyridin-5-yl)phenyl)-2-(pyrrolidin-1-yl)propionamide